2,2,6,6-tetramethyl-3,5-heptanediol dibenzoate C(C1=CC=CC=C1)(=O)OC(C(C)(C)C)CC(C(C)(C)C)OC(C1=CC=CC=C1)=O